C1(=CC=CC=C1)C1=NC(=CC(=N1)C=1C=C(C=C(C1)N1C2=CC=CC=C2C=2C=C(C=CC12)C1=C(C=CC=C1C)C)N1C2=CC=CC=C2C=2C=C(C=CC12)C1=C(C=CC=C1C)C)C1=CC=CC=C1 9,9'-(5-(2,6-diphenylpyrimidin-4-yl)-1,3-phenylene)bis(3-(2,6-dimethylphenyl)-9H-carbazole)